C1(=CC=CC=C1)N(C1=CC=C(C=C1)C=1C(=CC(=CC1C1=CC=CC=C1)C1=CC=CC=C1)C1=CC=CC=C1)C1=CC=C(C=C1)C1=CC(=CC2=CC=CC=C12)C1=CC=CC=C1 N,4',6'-triphenyl-N-(4-(3-phenylnaphthalene-1-yl)phenyl)-[1,1':2',1''-terphenyl]-4-amine